(2,3-bis(palmitoyloxy)-(2RS)-propyl)-(R)-cysteinyl-spermine C(CCCCCCCCCCCCCCC)(=O)O[C@H](CN[C@@H](CS)C(=O)NCCCNCCCCNCCCN)COC(CCCCCCCCCCCCCCC)=O |&1:18|